C(C1=CC=CO1)NC1=C2NC=NC2=NC=N1 L-6-furfurylaminopurine